C(C=C)(=O)N1CCN(CC1)C1(CCOCC1)C1=CC=C(C=C1)[C@H](C)NC=1N=CC2=C(N1)N(C(C=C2)=O)CC 2-{[(1S)-1-{4-[4-(4-acryloylpiperazin-1-yl)tetrahydro-2H-pyran-4-yl]phenyl}ethyl]amino}-8-ethylpyrido[2,3-d]pyrimidin-7(8H)-one